C(C1=CC=CC=C1)OCCOCCO Diethylene glycol monobenzyl ether